[O-]CCCC.[Na+] sodium butoxide